tert-Butyl (3S,5R)-3-(3-((7-(benzylamino)-4-methyl-2,3-dioxo-1,2,3,4-tetrahydro quinoxalin-5-yl)oxy)propyl)-4,4-difluoro-5-methylpiperidine-1-carboxylate C(C1=CC=CC=C1)NC1=CC(=C2N(C(C(NC2=C1)=O)=O)C)OCCC[C@H]1CN(C[C@H](C1(F)F)C)C(=O)OC(C)(C)C